carboxymethylbicyclo[2.2.1]-heptane C(=O)(O)CC12CCC(CC1)C2